4-{6-[2-(5-Fluoro-2,7-dimethyl-benzo[b]thiophen-3-yl)-ethylamino]-pyrimidin-4-yl}-N-(2-hydroxy-2-methyl-propyl)-2-propyl-benzamid FC1=CC2=C(SC(=C2CCNC2=CC(=NC=N2)C2=CC(=C(C(=O)NCC(C)(C)O)C=C2)CCC)C)C(=C1)C